ClC=1C(=NC(=NC1)N1C[C@H](N(CC1)C(=O)OC(C)(C)C)C)N[C@H](C)C1=C(C=C(C=C1)Cl)Cl tert-butyl (2R)-4-[5-chloro-4-[[(1R)-1-(2,4-dichlorophenyl)ethyl]amino]pyrimidin-2-yl]-2-methyl-piperazine-1-carboxylate